Triisostearyl-glycerol tert-butyl-(11,11,12,12-tetramethyl-6-oxo-10-oxa-2-thia-7-aza-11-silatridecan-5-yl)carbamate C(C)(C)(C)N(C(=O)OC(C(O)(CO)CCCCCCCCCCCCCCCC(C)C)(CCCCCCCCCCCCCCCC(C)C)CCCCCCCCCCCCCCCC(C)C)C(CCSC)C(NCCO[Si](C(C)(C)C)(C)C)=O